tert-butyl 4-(5-carbamoyl-4-fluorothiophen-2-yl)-2-methylpiperazine-1-carboxylate C(N)(=O)C1=C(C=C(S1)N1CC(N(CC1)C(=O)OC(C)(C)C)C)F